C(C)N(CC)[Si](OC1CCCC1)(OC1CCCC1)OC1CCCC1 diethylaminotricyclopentoxysilane